1-methyl-1H-1,2,4-triazole sulfate S(=O)(=O)(O)O.CN1N=CN=C1